tert-butyl 3-[[2-[1-(benzenesulfonamido)-2-(3-carbamimidoylphenyl)ethyl]-1,3-benzothiazol-6-yl]oxymethyl]azetidine-1-carboxylate C1(=CC=CC=C1)S(=O)(=O)NC(CC1=CC(=CC=C1)C(N)=N)C=1SC2=C(N1)C=CC(=C2)OCC2CN(C2)C(=O)OC(C)(C)C